holmium(III) triflate [O-]S(=O)(=O)C(F)(F)F.[Ho+3].[O-]S(=O)(=O)C(F)(F)F.[O-]S(=O)(=O)C(F)(F)F